N-[4-(4-methyl-2-thienyl)-2-nitro-phenyl]carbamic acid tert-butyl ester C(C)(C)(C)OC(NC1=C(C=C(C=C1)C=1SC=C(C1)C)[N+](=O)[O-])=O